ferrocenyl-ethanone hydrazone [C-]1(C=CC=C1)C(C)=NN.[CH-]1C=CC=C1.[Fe+2]